NC1=NC=CC(=C1NC(OCC)=O)OC1=C(C=C(C=C1)N)F Ethyl (2-amino-4-(4-amino-2-fluorophenoxy)pyridine-3-yl)carbamate